Ethyl 2-[4-bromo-2-[3-[2-[(6-bromo-2-pyridyl)oxymethyl]-5-cyano-3-pyridyl]propoxy]-5-fluoro-phenyl]acetate BrC1=CC(=C(C=C1F)CC(=O)OCC)OCCCC=1C(=NC=C(C1)C#N)COC1=NC(=CC=C1)Br